C(C)NCCC1=CNC2=CC=CC=C12 N-ethyl-2-(1H-indol-3-yl)-ethylamine